(R)-5-(6-cyclopentyl-1H-pyrrolo[2,3-b]pyridin-3-yl)-N-(1,1,1-trifluoropropan-2-yl)pyrazolo[1,5-a]pyridine-3-carboxamide C1(CCCC1)C1=CC=C2C(=N1)NC=C2C2=CC=1N(C=C2)N=CC1C(=O)N[C@@H](C(F)(F)F)C